ClC=1C(=C(C(=C(C1C)C(OCC)OCC)O)C/C=C(/C=C/[C@@]1([C@H](C(CC[C@H]1C)=O)C)C)\C)OCF (2R,3R,4R)-3-[(1E,3E)-5-[3-chloro-5-(diethoxymethyl)-2-(fluoromethoxy)-6-hydroxy-4-methylphenyl]-3-methylpenta-1,3-dien-1-yl]-2,3,4-trimethylcyclohexan-1-one